OP(O)OP(O)O.C(C)(C)(C)C1=C(C(=CC(=C1)C)C(C)(C)C)C(O)(C(CO)(CO)CO)C1=C(C=CC=C1C(C)(C)C)C(C)(C)C 2,6-di-tert-butyl-4-methylphenyl-2,6-di-tert-butylphenyl-pentaErythritol diphosphite